3'-(5-(((4-Acetoxybenzyl)oxy)amino)-2-carboxy-5-oxopentyl)-[1,1'-biphenyl]-3-carboxylic acid C(C)(=O)OC1=CC=C(CONC(CCC(CC=2C=C(C=CC2)C2=CC(=CC=C2)C(=O)O)C(=O)O)=O)C=C1